(+)-6-methoxy-α-methyl-2-naphthaleneacetic acid C[C@@H](C1=CC2=C(C=C1)C=C(C=C2)OC)C(=O)O